Benzyl (2R,3S)-6-bromo-3-(2-((4-chloro-3-fluorophenyl)amino)-2-oxoacetamido)-2-(((Z)-1,2,3-tris(tert-butoxycarbonyl)guanidino)methyl)indoline-1-carboxylate BrC1=CC=C2[C@@H]([C@H](N(C2=C1)C(=O)OCC1=CC=CC=C1)CN(\C(=N/C(=O)OC(C)(C)C)\NC(=O)OC(C)(C)C)C(=O)OC(C)(C)C)NC(C(=O)NC1=CC(=C(C=C1)Cl)F)=O